NC[B-](F)(F)F.[K+] Potassium (aminomethyl)trifluoroborate